methyl 3,5-bis(cyclopropyloxy)-4-methylbenzoate C1(CC1)OC=1C=C(C(=O)OC)C=C(C1C)OC1CC1